ClC1=C2C(=NC=C1C1=C(C(=CC=C1)N1C(COCC1)=O)F)NC[C@]21C[C@@](CC1)(C(=O)N)C (1R,3R)-4'-Chloro-5'-(2-fluoro-3-(3-oxomorpholino)phenyl)-3-methyl-1',2'-dihydrospiro[cyclopentane-1,3'-pyrrolo[2,3-b]pyridine]-3-carboxamide